FC1=CC(=C(C=C1)NC1=C(C#N)C=C(C=C1)OC(F)(F)F)C 2-((4-fluoro-2-methylphenyl)amino)-5-(trifluoromethoxy)benzonitrile